ClC1=C2C3(C(NC2=CC=C1)=S)OCCO3 chlorospiro[1,3-dioxolane-2,3'-indole]-2'-thione